C[C@@H]1[C@H]([C@@H]([C@H]([C@H](O1)OP(=O)(O)OP(=O)(O)OC[C@@H]2[C@H](C[C@@H](O2)N3C=C(C(=O)NC3=O)C)O)O)O)N The molecule is a dTDP-4-amino-4,6-dideoxy-D-glucose in which the anomeric centre of the pyranose fragment has alpha-configuration. It is a conjugate acid of a dTDP-4-amino-4,6-dideoxy-alpha-D-glucose(1-).